CC(CCCCCC)(C)C=1C=C(C=C(O)C1)O 5-(1,1-dimethylheptyl)resorcinol